(+)-1-(4-fluorophenyl)-3-[(3R*,4S*,Z)-2-(methoxy-imino)-4-(4-methoxyphenyl)pyrrolidin-3-yl]urea FC1=CC=C(C=C1)NC(=O)N[C@H]1/C(/NC[C@@H]1C1=CC=C(C=C1)OC)=N/OC |o1:11,15|